7-bromo-6-(2-methoxyethoxy)-2-methylquinazoline BrC1=C(C=C2C=NC(=NC2=C1)C)OCCOC